BrC1=CC(=C(C=C1)O)I 4-bromo-2-iodophenol